C(C)(=O)O[C@H]1[C@](O[C@@H]([C@H]1OC(C)=O)COC(C)=O)(C#N)C1=CC=C2C(=NC=NN21)NC(C)=O (2R,3R,4R,5R)-2-(4-acetamidopyrrolo[2,1-f][1,2,4]triazin-7-yl)-5-(acetoxymethyl)-2-cyanotetrahydrofuran-3,4-diyl diacetate